1-(4-((1R,2R)-2-cyclohexyl-6-methoxy-2-methyl-1,2,3,4-tetrahydronaphthalen-1-yl)phenyl)-4-(dimethoxymethyl)piperidine C1(CCCCC1)[C@@]1([C@@H](C2=CC=C(C=C2CC1)OC)C1=CC=C(C=C1)N1CCC(CC1)C(OC)OC)C